N-[4-[(3R)-3-(aminomethyl)pyrrolidine-1-carbonyl]-3-chloro-phenyl]-5-[1-(5-amino-2-pyridyl)-3-(trifluoromethyl)pyrazol-4-yl]-1-methyl-imidazole-2-carboxamide NC[C@@H]1CN(CC1)C(=O)C1=C(C=C(C=C1)NC(=O)C=1N(C(=CN1)C=1C(=NN(C1)C1=NC=C(C=C1)N)C(F)(F)F)C)Cl